C(C)(C)(C)OC=1C=C2CCC(=C(C2=CC1)C1=C(C(=O)O)C=C(C=C1)O)C1=CC=CC=C1 2-(6-(tert-butoxy)-2-phenyl-3,4-dihydronaphthalen-1-yl)-5-hydroxybenzoic acid